(1S,5R)-3-(8-cyanoquinolin-5-yl)-N'-(1-methyl-2-oxopiperidine-4-carbonyl)-5-(trifluoromethyl)-3-azabicyclo[3.1.0]hexane-1-carboxylic acid hydrazide C(#N)C=1C=CC(=C2C=CC=NC12)N1C[C@@]2(C[C@@]2(C1)C(F)(F)F)C(=O)NNC(=O)C1CC(N(CC1)C)=O